(3R,8R*)-N-(2-Bromo-3-fluoropyridin-4-yl)-11,11-difluoro-8-(hydroxymethyl)-3-methyl-3,4,8,9,10,11-hexahydro-1H-pyrido[4',3':3,4]pyrazolo[1,5-a]azepine-2(7H)-carboxamide BrC1=NC=CC(=C1F)NC(=O)N1CC=2C(=NN3C2C(CC[C@H](C3)CO)(F)F)C[C@H]1C |o1:21|